CC=1C=C(C2=C(N=C(S2)NC(=O)C23CCCC(CCC2)(C3)C)C1)C N-(5,7-dimethyl-1,3-benzothiazol-2-yl)-5-methylbicyclo[3.3.1]nonane-1-carboxamide